ClC=1C(=NC2=CC(=CC=C2C1)CO)NCC1=C(C=C(C=C1)OC)OC (3-chloro-2-{[(2,4-dimethoxyphenyl)methyl]amino}quinolin-7-yl)meth-anol